[2H]C([2H])(C(=O)O)N glycine-d2